5-{6-azaspiro[2.5]oct-6-yl}-7-bromo-N-[6-(4,4-difluoropiperidin-1-yl)-5-fluoropyridin-2-yl]-2,3-dihydro-1H-indene-4-carboxamide C1CC12CCN(CC2)C2=C(C=1CCCC1C(=C2)Br)C(=O)NC2=NC(=C(C=C2)F)N2CCC(CC2)(F)F